N1C=C(C2=CC=CC=C12)CC(C(=O)[O-])O indole-3-lactate